C12OCCN(C2C1)C(=O)C=1C2=C(N(N1)C1=CC=C(C=C1)CN1CCOCC1)C=1C=CC(=CC1S(C2)(=O)=O)C 2-oxa-5-azabicyclo[4.1.0]hept-5-yl-(7-methyl-1-(4-(morpholinylmethyl)phenyl)-5,5-dioxido-1,4-dihydrothiochromeno[4,3-c]pyrazol-3-yl)methanone